5-Nonanol CCCCC(CCCC)O